OCCC(C(N=NC(C#N)(C)C)(C#N)C)CCO bis(2-hydroxyethyl)azobisisobutyronitrile